C(C=C)O[C@@H]1[C@H](N(CC1)C(=O)OC(C)(C)C)C(=O)O (2S,3S)-3-(allyloxy)-1-(tert-butoxycarbonyl)pyrrolidine-2-carboxylic acid